C(=O)[C@H]1N(C(O[C@@H]1C)(C)C)C(=O)OC(C)(C)C (4S,5R)-tert-butyl 4-formyl-2,2,5-trimethyloxazolidine-3-carboxylate